NC=1C=C(C=C(C1)C)[C@@H](C)NC1=NC(=NC2=C3C(=C(C=C12)N1CCOCC1)CCC3)C |r| (R/S)-N-(1-(3-amino-5-methylphenyl)ethyl)-2-methyl-6-morpholino-8,9-dihydro-7H-cyclopenta[h]quinazolin-4-amine